methylfumaric acid anhydride C/C=1/C(=O)OC(/C1)=O